2-(2-tetrahydropyran-2-yl-pyrazol-3-yl)acetonitrile O1C(CCCC1)N1N=CC=C1CC#N